(2R)-3-(2-amino-3-fluoro-4-methoxycarbonyl-phenyl)sulfanyl-2-(tert-butoxycarbonylamino)propanoic acid NC1=C(C=CC(=C1F)C(=O)OC)SC[C@@H](C(=O)O)NC(=O)OC(C)(C)C